(S)-N'-(((S)-2,8-difluoro-1,2,3,5,6,7-hexahydro-s-indacen-4-yl)carbamoyl)-3,3-dimethyl-2,3-dihydropyrazolo[5,1-b]oxazole-7-sulfonimidamide F[C@@H]1CC2=C(C=3CCCC3C(=C2C1)NC(=O)N=[S@@](=O)(N)C=1C=NN2C1OCC2(C)C)F